FC1=CC(=C(C=C1F)N1C=NC2=C1CN(C2=O)C2=CC=C(C=C2)F)OC 1-(4,5-difluoro-2-methoxyphenyl)-5-(4-fluorophenyl)-5,6-dihydropyrrolo[3,4-d]imidazol-4(1H)-one